sulfanyl-2-aminopropionic acid SC(C(=O)O)(C)N